1-[4-[4-[[3-[4-(difluoromethoxy)phenyl]imidazo[1,2-a]pyrazin-8-yl]amino]-2-methylbenzoyl]piperazin-1-yl]-2-piperazin-1-ylethanone FC(OC1=CC=C(C=C1)C1=CN=C2N1C=CN=C2NC2=CC(=C(C(=O)N1CCN(CC1)C(CN1CCNCC1)=O)C=C2)C)F